tert-butyl 3-((2-(4-bromo-1-(2,5-difluorophenyl) but-3-yn-1-yl)-2H-indazol-6-yl) ethynyl)-3-methylpiperidine-1-carboxylate BrC#CCC(C1=C(C=CC(=C1)F)F)N1N=C2C=C(C=CC2=C1)C#CC1(CN(CCC1)C(=O)OC(C)(C)C)C